BrC1=CC=CC(=N1)OCCOCC(C)OC=1C=CC2=C(N=C(O2)C2=C3C=C(N=CC3=C(N=C2)NC)NC(=O)C2CC2)C1 N-(5-(5-((1-(2-((6-bromopyridin-2-yl)oxy)ethoxy)propan-2-yl)oxy)benzo[d]oxazol-2-yl)-8-(methylamino)-2,7-naphthyridin-3-yl)cyclopropanecarboxamide